O=C(CC=O)C1=CC=C(C=C1)C(F)(F)F 3-OXO-3-[4-(TRIFLUOROMETHYL)PHENYL]PROPANAL